1-eicosanoyl-2-(7Z,10Z,13Z,16Z,19Z-docosapentaenoyl)-sn-glycero-3-phosphocholine C(CCCCCCCCCCCCCCCCCCC)(=O)OC[C@@H](OC(C=CC=C\C=C/C=C\C=C/CCCCCCCCCCC)=O)COP(=O)([O-])OCC[N+](C)(C)C